CCCCCCCC=O Heptane-7-carbaldehyde